9-(3',5-dimethoxy-[1,1'-biphenyl]-2-yl)-9H-fluoren-9-ol COC=1C=C(C=CC1)C1=C(C=CC(=C1)OC)C1(C2=CC=CC=C2C=2C=CC=CC12)O